[(R)-cyano-(3-phenoxyphenyl)methyl] 3-[(Z)-2-chloro-3,3,3-trifluoroprop-1-enyl]-2,2-dimethylcyclopropane-1-carboxylate Cl\C(=C/C1C(C1C(=O)O[C@H](C1=CC(=CC=C1)OC1=CC=CC=C1)C#N)(C)C)\C(F)(F)F